C1(=CC=CC=C1)C1=CC(C2=CC=CC=C12)=[Ru-]Cl [3-phenyl-indenylidene](chloro)ruthenium(II)